CN(C)CC=1N(C(=CN1)C1=CC=C(C=C1)O)C 4-[2-[(dimethylamino)methyl]1-methyl-1H-imidazol-5-yl]phenol